N-(2-hydroxy-2-methylpropyl)-3-(2-(4-(methylsulfonyl)phenyl)furo[3,2-b]pyridin-7-yl)benzenesulfonamide OC(CNS(=O)(=O)C1=CC(=CC=C1)C1=C2C(=NC=C1)C=C(O2)C2=CC=C(C=C2)S(=O)(=O)C)(C)C